O[C@@](C=1C=C(C=CC1)N1C(C2=CC(=CC(=C2C1)C(F)(F)F)CNC1(CCC1)C)=O)(C1=CC=CC=C1)C1=NN=CN1C (R)-2-(3-(hydroxy(4-methyl-4H-1,2,4-triazol-3-yl)(phenyl)methyl)phenyl)-6-(((1-methylcyclobutyl)amino)methyl)-4-(trifluoromethyl)isoindolin-1-one